N1=CC=CC2=CC(=CC=C12)C1=NOC(C1)C(=O)OCC ethyl 3-(quinolin-6-yl)-4,5-dihydro-1,2-oxazole-5-carboxylate